C1=CC=CC=2C3=CC=CC=C3C(C12)COC(=O)N[C@H](C(=O)O)C (S)-2-{[(9H-fluoren-9-yl)methyl](oxycarbonylamino)}propionic acid